C(C)OC(=O)C=1[C@]2(C3=C(N(C1N)C1=CC=CC=C1)C(N(C3=O)CC(C)C)=O)C(NC3=CC=C(C=C32)[N+](=O)[O-])=O (S)-Ethyl-2'-amino-6'-isobutyl-5-nitro-2,5',7'-trioxo-1'-phenyl-1',5',6',7'-tetrahydrospiro[indoline-3,4'-pyrrolo[3,4-b]-pyridine]-3'-carboxylate